bromo-1H-imidazole-5-carboxylic acid ethyl ester C(C)OC(=O)C1=CN=CN1Br